C1(CC1)N1N=CC(=C1)C(O)C1CN(CCO1)C1=NC=2NC(C(NC2C(=N1)C1=C(C=C(C=C1)F)F)C)C (1-cyclopropylpyrazol-4-yl)-[4-[4-(2,4-difluorophenyl)-6,7-dimethyl-5,6,7,8-tetrahydropteridin-2-yl]morpholin-2-yl]methanol